(E)-3-[2-[2-(dimethylamino)ethoxy]-3-methoxy-phenyl]prop-2-enoic acid CN(CCOC1=C(C=CC=C1OC)/C=C/C(=O)O)C